FC1(CCN(CC1)C1=C(C(=O)O)C=CC(=C1)NC(C1=C(C=C(C=C1)S(=O)(=O)CC)N1CCC2(CC2)CC1)=O)F 2-(4,4-difluoropiperidin-1-yl)-4-(4-(ethylsulfonyl)-2-(6-azaspiro[2.5]octan-6-yl)benzamido)benzoic acid